(1S,2R,3S)-N-[7-chloro-6-[4-((3R,4R)-4-fluoro-3-methyl-tetrahydrofuran-3-yl)piperazin-4-ium-1-yl]-3-isoquinolinyl]-2-methyl-3-(2-pyridinyl)cyclopropanecarboxamide ClC1=C(C=C2C=C(N=CC2=C1)NC(=O)[C@H]1[C@@H]([C@@H]1C1=NC=CC=C1)C)N1CC[NH+](CC1)[C@@]1(COC[C@@H]1F)C